6-cyclohexyl-1-hydroxy-4-methylpyridine C1(CCCCC1)C1=CC(=CCN1O)C